[S-]CCCC.[S-]CCCC.C(CCC)[Sn+2]CCCC dibutyl-tin di(thiobutoxide)